FC1=CC=C2C[C@@H](C2=C1)NC(=NO)C=1C(=NON1)O[C@@H](CNC(C)=O)CO N-{(2S)-2-[(4-{N-[(7S)-4-Fluorobicyclo[4.2.0]octa-1,3,5-trien-7-yl]-N'-hydroxycarbamimidoyl}-1,2,5-oxadiazol-3-yl)oxy]-3-hydroxypropyl}acetamid